ClC(C(=O)NC1=CC=2C(C=3N=C(N=CC3C2C=C1)C(F)(F)F)=O)(F)F 2-chloro-2,2-difluoro-N-(9-oxo-2-(trifluoromethyl)-9H-indeno[2,1-d]pyrimidine-7-yl)acetamide